NCCN1C(N(CC1)CCN(CC#N)CC#N)=O 2,2'-((2-(3-(2-aminoethyl)-2-oxoimidazolidin-1-yl)ethyl)azanediyl)diacetonitrile